4-cyano-4-[(dodecylsulfonylthio)sulfonyl]pentanoic acid C(#N)C(CCC(=O)O)(C)S(=O)(=O)SS(=O)(=O)CCCCCCCCCCCC